O[C@H](CN1CCN(CC1)C(=O)OCC1=CC=CC=C1)CS (R)-benzyl 4-(2-hydroxy-3-mercaptopropyl)piperazine-1-carboxylate